pentyneol C(#CCCC)O